C(C)(C)(C)C1=CC=C(C=C1)N1CCCC1 (4-tertbutyl)phenyl-pyrrolidine